Diazasilan N[SiH2]N